C(C=C)(=O)OCCC[Si](O[Si](C)(C)C)(O[Si](C)(C)C)O[Si](C)(C)C acryloxypropyl-tris(trimethylsilyloxy)silane